Tri(4-hydroxyphenyl)amine OC1=CC=C(C=C1)N(C1=CC=C(C=C1)O)C1=CC=C(C=C1)O